N-(2'-aminoethyl)-N-benzyl-naphthalene-1-sulfonylamine hydrochloride Cl.NCCN(CC1=CC=CC=C1)S(=O)(=O)C1=CC=CC2=CC=CC=C12